(S)-4-(5-(4-methoxy-3-propoxyphenyl)pyridin-3-yl)1,2-oxaborol-2-ol COC1=C(C=C(C=C1)C=1C=C(C=NC1)C=1CB(OC1)O)OCCC